3-cyano-4-(pyrrolidin-1-yl)benzoic acid C(#N)C=1C=C(C(=O)O)C=CC1N1CCCC1